C1(CC1)C1=C(C=C(C=N1)C1=NC(=C(C(=C1)N(C)CC1(CCCC1)COC)[N+](=O)[O-])N)C(F)(F)F 6'-Cyclopropyl-N4-{[1-(methoxymethyl)cyclopentyl]methyl}-N4-methyl-5-nitro-5'-(trifluoromethyl)[2,3'-bipyridine]-4,6-diamine